COC(C1=NC=CC(=C1)C=1OC2=C(N1)C=C(C=C2)OC)=O 4-(5-Methoxybenzo[d]oxazol-2-yl)picolinic acid methyl ester